N1N=NC(=C1)C1(CC1)C1=NNC=2N=C(NC(C21)=O)N2CCC1(CC2)[C@@H](C2=CC=CC=C2C1)N (S)-3-(1-(1H-1,2,3-triazol-4-yl)cyclopropyl)-6-(1-amino-1,3-dihydrospiro[indene-2,4'-piperidin]-1'-yl)-1,5-dihydro-4H-pyrazolo[3,4-d]pyrimidin-4-one